NC=1S(C=CC1)=[Se] aminothiolselon